tert-butyl (trans-4-((2-((tert-butyldimethylsilyl)oxy)ethyl)amino)cyclohexyl)carbamate [Si](C)(C)(C(C)(C)C)OCCN[C@@H]1CC[C@H](CC1)NC(OC(C)(C)C)=O